N-(4-((1R,4R)-2-oxa-5-azabicyclo[2.2.1]heptan-5-yl)phenyl)-4-((S)-3-phenylisooxazolidin-2-yl)-5-(trifluoromethyl)pyrimidin-2-amine [C@H]12OC[C@H](N(C1)C1=CC=C(C=C1)NC1=NC=C(C(=N1)N1OCC[C@H]1C1=CC=CC=C1)C(F)(F)F)C2